tert-Butyl (S)-3-(methylamino)pyrrolidine-1-carboxylate CN[C@@H]1CN(CC1)C(=O)OC(C)(C)C